C(=O)C1(CC2(C1)CCN(CC2)C(=O)OC(C)(C)C)C tert-butyl 2-formyl-2-methyl-7-azaspiro[3.5]nonane-7-carboxylate